2-cyclopropyl-6-(oxan-4-ylmethoxy)pyridine-4-carboxylic acid C1(CC1)C1=NC(=CC(=C1)C(=O)O)OCC1CCOCC1